tert-butyl (2E)-2-[(dimethylamino) methylene]-4-methyl-3-oxopiperidine-1-carboxylate CN(C)\C=C/1\N(CCC(C1=O)C)C(=O)OC(C)(C)C